FC1(C2(CN(C2)C=2C=3N(N=C(C2)C=2C(NC(NC2)=O)=O)C=CN3)CC1)F 5-(8-(5,5-difluoro-2-azaspiro[3.3]heptan-2-yl)imidazo[1,2-b]pyridazin-6-yl)pyrimidine-2,4(1H,3H)-dione